3-benzyloxymethyl-3-ethyl-oxetane C(C1=CC=CC=C1)OCC1(COC1)CC